(6R)-sodium tetrahydrofolate C(CC[C@@H](C(=O)O)NC(=O)C1=CC=C(NCC2CNC=3N=C(N)NC(=O)C3N2)C=C1)(=O)[O-].[Na+]